OC=1CN(N(C(C1)=O)C(=O)OC(C)(C)C)C=1C=NC(=CC1)C(F)(F)F tert-butyl 4-hydroxy-6-oxo-2-(6-(trifluoromethyl)pyridin-3-yl)-2,3-dihydropyridazine-1(6H)-carboxylate